CC1OC(CC(C1)N1CCC(CC1)C=1C=C2C(=C(NC2=CC1)C1=CC(=NC=C1)C)C(C)C)C 5-(1-(2,6-dimethyltetrahydro-2H-pyran-4-yl)piperidin-4-yl)-3-isopropyl-2-(2-methylpyridin-4-yl)-1H-indole